Ethyl 1,4-dibenzylpiperazine-2-carboxylate C(C1=CC=CC=C1)N1C(CN(CC1)CC1=CC=CC=C1)C(=O)OCC